(((((3R,11aS)-9-oxo-3,4-dihydro-1H,9H,11H-3,11a-methanopyrimido[6',1':2,3]imidazo[5,1-c][1,4]oxazin-7-yl)oxy)methyl)phenoxy)-5-(trifluoromethyl)benzonitrile O=C1N=C(C=C2N1C[C@@]13CO[C@@H](CN12)C3)OCC3=C(OC1=C(C#N)C=C(C=C1)C(F)(F)F)C=CC=C3